α-bromoacetone CC(=O)CBr